FC1=CC(=C(CNC(=O)C2CCN(CC2)CC2=CSC=C2)C=C1)C(F)(F)F N-(4-fluoro-2-(trifluoromethyl)benzyl)-1-(thiophen-3-ylmethyl)piperidine-4-carboxamide